OC1C2CCCN(C2CN(C1)C(=O)OC(C)(C)C)C tert-Butyl 5-hydroxy-1-methyl-2,3,4,4a,5,6,8,8a-octahydro-1,7-naphthyridine-7-carboxylate